NC1=NC(=CC(=C1C=1C=C2CCNC(C2=CC1)=O)C1=CC=C(C=C1)OC1C[C@@H](N[C@@H](C1)C)C)F 6-(2-amino-(4-(((2S,4s,6R)-2,6-dimethylpiperidin-4-yl)oxy)phenyl)-6-fluoropyridin-3-yl)-3,4-dihydroisoquinolin-1(2H)-one